C1(C=CC=C1)[Ti](C1=C(C(=CC=C1F)NCC(CCCCC)(CC)C)F)(C1=C(C(=CC=C1F)NCC(CCCCC)(C)CC)F)C1C=CC=C1 bis(cyclopentadienyl)bis[2,6-difluoro-3-(2-ethyl-2-methylheptanylamino)phenyl]titanium